CC1(OCCC(C1)C1=NN=C2N1C=CC(=C2OC)I)C 3-(2,2-dimethyltetrahydro-2H-pyran-4-yl)-7-iodo-8-methoxy-[1,2,4]triazolo[4,3-a]pyridine